C(#N)C1=CC(=NC=N1)N1C=C(C2=C1N=CN=C2N2C[C@H](N(C[C@@H]2C)C(=O)OC(C)(C)C)C)C(F)(F)F tert-butyl (2R,5S)-4-(7-(6-cyanopyrimidin-4-yl)-5-(trifluoromethyl)-7H-pyrrolo[2,3-d]pyrimidin-4-yl)-2,5-dimethylpiperazine-1-carboxylate